(S)-2-(4-(7-bromo-2-chloro-8-cyclopropoxy-6-methoxyquinazolin-4-yl)piperazin-2-yl)acetonitrile BrC1=C(C=C2C(=NC(=NC2=C1OC1CC1)Cl)N1C[C@@H](NCC1)CC#N)OC